1,1-bis[4-(4-aminophenoxy)phenyl]Butane NC1=CC=C(OC2=CC=C(C=C2)C(CCC)C2=CC=C(C=C2)OC2=CC=C(C=C2)N)C=C1